2-nitro-N-(3-(piperidin-4-yl)propyl)benzenesulfonamide hydrochloride Cl.[N+](=O)([O-])C1=C(C=CC=C1)S(=O)(=O)NCCCC1CCNCC1